CC1=NN=C(S1)NS(=O)(=O)C1=CC=C(C=C1)NC(C)=O N-{4-[(5-methyl-1,3,4-thiadiazol-2-yl)sulfamoyl]phenyl}acetamide